2-METHYLPYRIDINE CC1=NC=CC=C1